6-(azetidin-1-yl)-N-[2-(cyclopropylmethoxy)-5-isopropyl-phenyl]sulfonyl-4-fluoro-benzofuran-2-carboxamide N1(CCC1)C1=CC2=C(C=C(O2)C(=O)NS(=O)(=O)C2=C(C=CC(=C2)C(C)C)OCC2CC2)C(=C1)F